2-bromo-9-(2-(naphthalen-1-yloxy)phenyl)-9H-fluoren-9-ol BrC1=CC=2C(C3=CC=CC=C3C2C=C1)(O)C1=C(C=CC=C1)OC1=CC=CC2=CC=CC=C12